C1(=CC=CC=C1)C1CC(C2(C1OC1=C2C=NC=C1)O)O 6-phenyl-5a,6,7,8-tetrahydro-8aH-cyclopenta[4,5]furo[3,2-c]pyridine-8,8a-diol